(2S)-2-(tert-butoxymethyl)-2-(hydroxymethyl)-4-methyl-1-azabicyclo[2.2.2]octan-3-one C(C)(C)(C)OC[C@@]1(N2CCC(C1=O)(CC2)C)CO